C1(CC1)NC(=O)C=1C=C(C(N(C1)CC=1C=CC=C2CCCNC12)=O)C(=O)NC N5-cyclopropyl-N3-methyl-2-oxo-1-((1,2,3,4-tetrahydroquinolin-8-yl)methyl)-1,2-dihydropyridine-3,5-dicarboxamide